BrC=1C=C(C=CC1)[C@@H](C1=CC=C(C(=O)N)C=C1)OC1=CC=C2C(CCOC2=C1C(C)C)=O (R,S)-4-((3-bromophenyl)((8-isopropyl-4-oxochroman-7-yl)oxy)methyl)benzamide